tert-butyl 4-[2-[[(2S)-1-methylpyrrolidin-2-yl] methoxy]-5,6,7,8-tetrahydropyrido[3,4-d]pyrimidin-4-yl]piperazine-1-carboxylate CN1[C@@H](CCC1)COC=1N=C(C2=C(N1)CNCC2)N2CCN(CC2)C(=O)OC(C)(C)C